BrC1=CC=C(C=C1)P(C)(C)=O 4-bromophenyldimethylphosphine oxide